C(C)S(=O)(=O)NC1=C(C=C(C=C1)C=1C2=C(N=CN1)NC=C2)F 4-(4-(ethylsulfonamido)-3-fluorophenyl)-7H-pyrrolo[2,3-d]pyrimidin